r-(r-acryloyloxypropyltriethoxysilane) C(C=C)(=O)OCCC[Si](OCC)(OCC)OCC